BrC=1SC2=C(C1)C=C(C(=C2)F)F bromo-5,6-difluoro-1-benzothiophene